rac-(2R,5S)-2-(2,5-dimethylpyrazol-3-yl)-5-methyl-piperidine CN1N=C(C=C1[C@@H]1NC[C@H](CC1)C)C |r|